C(C)(C)(C)OC(NCCCCCC(=O)NCCCCCO)=O (6-((5-hydroxypentyl)amino)-6-oxohexyl)carbamic acid tert-butyl ester